S(=O)(=O)(ON1C2C=C(CN(C1=O)C2)N2N=C(C=C2)NC(CCO)=O)[O-].[Na+] sodium [3-[3-(3-hydroxypropanoylamino)pyrazol-1-yl]-7-oxo-1,6-diazabicyclo[3.2.1]oct-3-en-6-yl] sulfate